2-(2-(cyclopentylsulfonyl)-5-oxo-8,8-di(2,5,8,11-tetraoxatridecan-13-yl)-7,8-dihydropyrido[4,3-d]pyrimidin-6(5H)-yl)hexanamide C1(CCCC1)S(=O)(=O)C=1N=CC2=C(N1)C(CN(C2=O)C(C(=O)N)CCCC)(CCOCCOCCOCCOC)CCOCCOCCOCCOC